FC(C(C(F)(F)F)OP(OC(C(F)(F)F)C(F)(F)F)(OC(C(F)(F)F)C(F)(F)F)=O)(F)F phosphoric acid tris(1,1,1,3,3,3-hexafluoro-2-propyl) ester